biphenyl-3,4,5,3',5'-pentacarboxylic acid C1(=CC(=C(C(=C1)C(=O)O)C(=O)O)C(=O)O)C1=CC(=CC(=C1)C(=O)O)C(=O)O